ClC1=NC=C(C(=C1)C1=C(C=NC(=C1)C)C(=O)NC=1SC(=NN1)OC1CCC1)OC 2'-chloro-N-(5-cyclobutoxy-1,3,4-thiadiazol-2-yl)-5'-methoxy-6-methyl-(4,4'-bipyridine)-3-carboxamide